CC1=C(OCC=2OC3=C(N2)C=CC=C3)C=CC(=C1)[N+](=O)[O-] 2-((2-methyl-4-nitrophenoxy)methyl)benzo[d]oxazole